ClC=1C(=CC(=NC1)NC1COC1)C=1C=C2N(C[C@@H](N(C2=O)CC2=C(C=CC(=C2)F)CO)COC)C1 (R)-7-(5-chloro-2-(oxacyclobutane-3-ylamino)pyridine-4-yl)-2-(5-fluoro-2-(hydroxymethyl)benzyl)-3-(methoxymethyl)-3,4-dihydropyrrolo[1,2-a]pyrazine-1(2H)-one